4-((5-amino-1,3,4-thiadiazol-2-yl)oxy)tetrahydro-2H-thiopyran 1,1-dioxide NC1=NN=C(S1)OC1CCS(CC1)(=O)=O